CC(C1=CC=CC=C1)(C)C=1C(=C(C=C(C1)C(C1=CC=CC=C1)(C)C)N1N=C2C(=N1)C=CC=C2)O 2-(3',5'-bis-(α,α-dimethylbenzyl)-2'-hydroxyphenyl)benzotri-azole